2-chloro-N-(3-chloro-2-methylphenyl)acetamide CC1=C(C=CC=C1Cl)NC(=O)CCl